butyl 5-ethyl 2-[(4aS,5aR)-5,5-difluoro-5a-methyl-1H,4H,4aH,6H-cyclopropa[f]indazol-3-yl]indole-1,5-dicarboxylate FC1([C@H]2CC=3C(=NNC3C[C@]21C)C=2N(C1=CC=C(C=C1C2)C(=O)OCC)C(=O)OCCCC)F